[P].ClC=1C(=CC(=NC1)OC)C(C(=S)N1C[C@@]2(NC3=NC(=C(C=C3CC2)C2=NC=CC=N2)C)CC1)C 2-(5-chloro-2-methoxypyridin-4-yl)-1-((S)-7'-methyl-6'-(pyrimidin-2-yl)-3',4'-dihydro-1'h-spiro[pyrrolidine-3,2'-[1,8]naphthyridin]-1-yl)propane-1-thione Phosphorus